C(#N)C1=C(C=C(C=C1C(F)(F)F)/C(=C(\C)/O[Cu]O\C(\C)=C(/C(C)=O)\C1=CC(=C(C(=C1)C(F)(F)F)C#N)C(F)(F)F)/C(C)=O)C(F)(F)F Bis(((Z)-3-(4-cyano-3,5-bis(trifluoromethyl)phenyl)-4-oxopent-2-en-2-yl)oxy)copper